2-Methyl-1-(piperazin-1-yl)propane-1-thione hydrochloride Cl.CC(C(=S)N1CCNCC1)C